N-[(2,4-difluorophenyl)methyl]-3-[2-(methylsulfonyl)ethyl]-5,7-dioxo-6-[(phenylethyl)oxy]-2,3,5,7,11,11a-hexahydro[1,3]oxazolo[3,2-a]pyrido[1,2-d]pyrazine-8-carboxamide FC1=C(C=CC(=C1)F)CNC(=O)C=1C(C(=C2N(CC3N(C2=O)C(CO3)CCS(=O)(=O)C)C1)OCCC1=CC=CC=C1)=O